The molecule is a anhydrohexose that is the 1,6-anhydro-derivative of beta-D-glucopyranose. It has a role as a human metabolite and a biomarker. C1[C@@H]2[C@H]([C@@H]([C@H]([C@H](O1)O2)O)O)O